monobromosilver(I) Br[Ag]